(S)-4,4'-dichloro-2'-(methylthio)-2,3,5',8'-tetrahydro-6'H-spiro[indene-1,7'-quinazoline] ClC1=C2CC[C@@]3(CCC=4C(=NC(=NC4C3)SC)Cl)C2=CC=C1